4-methoxybenzoyl-vitamin C COC1=CC=C(C(=O)[C@]2(C(O)=C(O)C(O2)=O)[C@H](CO)O)C=C1